pyridin-2(5H)-one N=1C(C=CCC1)=O